N-[7-methoxy-4-(1-methyl-1H-pyrazol-4-yl)-1H-1,3-benzodiazol-2-yl]-4-(trifluoromethoxy)benzamide COC1=CC=C(C2=C1NC(=N2)NC(C2=CC=C(C=C2)OC(F)(F)F)=O)C=2C=NN(C2)C